The molecule is a glycosyloxyflavone that is kaempferol attached to a alpha-L-rhamnopyranosyl(1->2)-beta-D-galactopyranosyl residue at position 3 and a alpha-L-rhamnopyranosyl residue at position 7 via glycosidic linkages. Isolated from the aerial parts of Vicia faba and Lotus edulis, it exhibits inhibitory activity against topoisomerase I. It has a role as a metabolite, an EC 5.99.1.2 (DNA topoisomerase) inhibitor and a plant metabolite. It is an alpha-L-rhamnoside, a beta-D-galactoside, a dihydroxyflavone and a glycosyloxyflavone. It derives from a kaempferol. C[C@H]1[C@@H]([C@H]([C@H]([C@@H](O1)O[C@@H]2[C@H]([C@H]([C@H](O[C@H]2OC3=C(OC4=CC(=CC(=C4C3=O)O)O[C@H]5[C@@H]([C@@H]([C@H]([C@@H](O5)C)O)O)O)C6=CC=C(C=C6)O)CO)O)O)O)O)O